2-((1H-benzo[d][1,2,3]triazol-5-yl)methyl)isoquinolin-1(2H)-one N1N=NC2=C1C=CC(=C2)CN2C(C1=CC=CC=C1C=C2)=O